(rac)-(2s,4s)-2-(6-(o-tolyl)-3-azabicyclo[4.1.0]heptane-3-carbonyl)-7-oxa-5-azaspiro[3.4]octan-6-one C1(=C(C=CC=C1)C12CCN(CC2C1)C(=O)C1CC2(C1)NC(OC2)=O)C